N-(1-isopropyl-2-(2-methylpyridin-4-yl)-1H-pyrrolo[3,2-c]pyridin-6-yl)cyclopropanecarboxamide C(C)(C)N1C(=CC=2C=NC(=CC21)NC(=O)C2CC2)C2=CC(=NC=C2)C